2-(2-chlorophenyl)indolizine ClC1=C(C=CC=C1)C=1C=C2C=CC=CN2C1